C1(CC1)[C@H](C1=CC=2N(N=C1)C=C(N2)[C@@H](NC(=O)[C@H]2[C@@H](C2)C(F)F)C2CCC(CC2)(F)F)NC(CCC(F)(F)F)=O |o1:3,17,18| (1R*,2R*)-N-((S)-(7-((R*)-Cyclopropyl(4,4,4-trifluorobutanamido)methyl)imidazo[1,2-b]pyridazin-2-yl)(4,4-difluorocyclohexyl)methyl)-2-(difluoromethyl)cyclopropane-1-carboxamide